[N+](=O)([O-])C1=C(C=CC=C1)/C(/C#N)=C\C1=CC=CC=C1 (E)-2-(2-nitrophenyl)-3-phenyl-acrylonitrile